6-(2-allyl-6-((4-morpholinophenyl)amino)-3-oxo-2,3-dihydro-1H-pyrazolo[3,4-d]pyrimidine-1-yl)pyridine-2-sulfonamide C(C=C)N1N(C2=NC(=NC=C2C1=O)NC1=CC=C(C=C1)N1CCOCC1)C1=CC=CC(=N1)S(=O)(=O)N